N1C=CC=2C1=CN=CC2C=2C=CC=1N(C2)C=CN1 6-(1H-pyrrolo[2,3-c]pyridin-4-yl)imidazo[1,2-a]pyridine